C1(=CC=CC=C1)OP(OC1=CC=CC=C1)(=O)C P-methylphosphonic acid diphenyl ester